Methyl 2-amino-2-[3-(trifluoromethyl)phenyl]acetate hydrochloride salt Cl.NC(C(=O)OC)C1=CC(=CC=C1)C(F)(F)F